5-methoxy-N-(4-methoxy-6-(methoxymethyl)benzo[d]isoxazol-3-yl)quinoline-8-sulfonamide COC1=C2C=CC=NC2=C(C=C1)S(=O)(=O)NC1=NOC2=C1C(=CC(=C2)COC)OC